C1(CCCCC1)C[C@@H](C(=O)N[C@H](C=O)CCC(=O)N(CCC1=CC=CC=C1)C)NC(OC(C)C1=CC(=CC=C1)Cl)=O 1-(3-Chlorophenyl)ethyl ((S)-3-cyclohexyl-1-(((S)-5-(methyl(phenethyl)amino)-1,5-dioxopentan-2-yl)amino)-1-oxopropan-2-yl)carbamate